C1(CC1)CC(=O)N1[C@H]2CC(C[C@@H]1CCC2)N(C2=NC(=CC(=N2)NC2=NNC(=C2)C)C2OCCC2)C 2-cyclopropyl-1-((1R,3s,5S)-3-(methyl(4-((5-methyl-1H-pyrazol-3-yl)amino)-6-(tetrahydrofuran-2-yl)pyrimidin-2-yl)amino)-9-azabicyclo[3.3.1]nonan-9-yl)ethan-1-one